2-(3,3-difluorocyclobutoxy)-N-(2'-(3,3-difluoropyrrolidin-1-yl)-[2,4'-bipyridin]-3'-yl)pyrimidine-5-carboxamide FC1(CC(C1)OC1=NC=C(C=N1)C(=O)NC=1C(=NC=CC1C1=NC=CC=C1)N1CC(CC1)(F)F)F